O1C(=NC2=C1C=CC=C2)[C@H]2N(CC(C2)(F)F)C2=C(C#N)C(=CC(=N2)C)C(F)(F)F (S)-2-(2-(benzo[d]oxazol-2-yl)-4,4-difluoropyrrolidin-1-yl)-6-methyl-4-trifluoromethylnicotinonitrile